benzyl 6-(2-(methylthio)-ethyl)-4-phenylisoindoline-2-carboxylate CSCCC1=CC(=C2CN(CC2=C1)C(=O)OCC1=CC=CC=C1)C1=CC=CC=C1